N-[(1S)-1-[[(3-amino-3-oxo-propyl)-[(2S)-2-chloro-2-fluoro-acetyl]amino]carbamoyl]-3-methyl-butyl]-5-fluoro-1H-indole-2-carboxamide NC(CCN(C([C@@H](F)Cl)=O)NC(=O)[C@H](CC(C)C)NC(=O)C=1NC2=CC=C(C=C2C1)F)=O